FC(CC(C(=O)NC1=NC=CC(=C1)C1=C(C=2C(NC3(CC2N1)CCC3)=O)NC3=C(C=CC=C3)C)C3=CC=C(C=C3)F)F 4,4-difluoro-2-(4-fluorophenyl)-N-{4-[3'-(2-methylanilino)-4'-oxo-1',4',5',7'-tetrahydrospiro[cyclobutane-1,6'-pyrrolo[3,2-c]pyridin]-2'-yl]pyridin-2-yl}butanamide